3-(5-(3-benzyl-3-azabicyclo[4.1.0]heptan-6-yl)-1-oxoisoindolin-2-yl)piperidine-2,6-dione C(C1=CC=CC=C1)N1CC2CC2(CC1)C=1C=C2CN(C(C2=CC1)=O)C1C(NC(CC1)=O)=O